Cl.OB1OCC2=C1C=CC(=C2)NC2=NC=C(C(=N2)NC(CCO)CCO)C 3-[[2-[(1-hydroxy-3H-2,1-benzoxaborol-5-yl)amino]-5-methyl-pyrimidin-4-yl]amino]pentane-1,5-diol hydrochloride